C(C1=CC=CC=C1)OC1=NC(=CC=C1C1=NN(C2=C(C=CC=C12)N1CCN(CC1)C[C@H]1[C@H](CN(CC1)C(=O)OC(C)(C)C)C)C)OCC1=CC=CC=C1 tert-butyl (3R,4R)-4-((4-(3-(2,6-bis(benzyloxy)pyridin-3-yl)-1-methyl-1H-indazol-7-yl)piperazin-1-yl)methyl)-3-methylpiperidine-1-carboxylate